tert-butyl 8-methyl-7-{2-[(3-methyl-4-{[2-(morpholin-4-yl) ethyl] carbamoyl} phenyl) amino]-5H,6H,7H,8H-pyrido[3,4-d]pyrimidin-7-yl}-1H,2H,3H-pyrido[2,3-b][1,4]oxazine-1-carboxylate CC1=C(C=NC=2OCCN(C21)C(=O)OC(C)(C)C)N2CC=1N=C(N=CC1CC2)NC2=CC(=C(C=C2)C(NCCN2CCOCC2)=O)C